2-amino-N-((2-methylthiazol-5-yl)methyl)thiophene-3-carboxamide NC=1SC=CC1C(=O)NCC1=CN=C(S1)C